C(C)OC(=O)C=1C(=NC(=CC1C)C(F)(F)F)OC1=C(C=C(C=C1)C#N)OC 2-(4-cyano-2-methoxy-phenoxy)-4-methyl-6-(trifluoromethyl)pyridine-3-carboxylic acid ethyl ester